OC1=C(C=CC(=C1O)C=O)C=O 2,3-dihydroxy-p-benzenedicarboxaldehyde